C(C=C)(=O)[O-].[K+] Kalium acrylat